ClC(COC(=O)N1CC2=C(CC1)SC(=C2Br)NC(C)=O)(Cl)Cl.C(CC)[Si](OCCCC)(OCCCC)OCCCC n-propyl-trin-butoxysilane 2,2,2-trichloroethyl-2-acetylamino-3-bromo-6,7-dihydrothieno[3,2-c]pyridine-5(4H)-carboxylate